(S)-[2-(methoxymethyl)-4-pyridineyl]-[6-(3-methyl-1H-pyrrolo[2,3-b]pyridin-5-yl)-8-[pyrrolidin-2-yl]-3,4-dihydroisoquinoline-2(1H)-yl]methanone COCC1=NC=CC(=C1)C(=O)N1CC2=C(C=C(C=C2CC1)C=1C=C2C(=NC1)NC=C2C)[C@H]2NCCC2